NC1=C(C=CC=C1)[C@@H]1CN([C@H](CO1)C(C)C)C(=O)OC(C)(C)C tert-Butyl (2R,5S)-2-(2-aminophenyl)-5-(propan-2-yl)morpholine-4-carboxylate